cis-Geranylacetone CC(=CCC/C(=C\CCC(=O)C)/C)C